1-[rac-(4aR,8aS)-4-[6-(2-hydroxy-4,6-dimethyl-phenyl)pyridazin-3-yl]-3,4a,5,7,8,8a-hexahydro-2H-pyrido[4,3-b][1,4]oxazin-6-yl]ethanone OC1=C(C(=CC(=C1)C)C)C1=CC=C(N=N1)N1[C@H]2[C@@H](OCC1)CCN(C2)C(C)=O |r|